C(C1=CC=CC=C1)OC1=CC=C(C=C1)CCOC(CCCCCCCCC)=O decanoic acid 4-benzyloxyphenylethyl ester